ClC1=CC(=CC=2NC3=CC(=CC=C3C(C12)(C)C)C1=CC=C(C=C1)Cl)Cl 1,3-Dichloro-6-(4-chlorophenyl)-9,9-dimethyl-9,10-dihydroacridine